1-(2-chloro-6-nitrophenyl)-4-cyclopropyl-1H-pyrazole ClC1=C(C(=CC=C1)[N+](=O)[O-])N1N=CC(=C1)C1CC1